BrC1=CC2=C(C(=C(O2)C(=O)N2CCCC2)C)C=C1OC (6-bromo-5-methoxy-3-methylbenzofuran-2-yl)(pyrrolidin-1-yl)methanone